NC1=NC2=CC(=CC=C2C=C1F)CN(C(=O)C=1C=NC(=CC1)C1CC1)C1=C(C=C(C=C1)F)S(=O)(=O)C N-[(2-amino-3-fluoroquinolin-7-yl)methyl]-6-cyclopropyl-N-(4-fluoro-2-methanesulfonylphenyl)pyridine-3-carboxamide